C(C1=CC=CC=C1)NC(=O)N([C@@H]1CC[C@H](CC1)NC(OC(C)(C)C)=O)C1=NC=C(N=C1)C=1C=NC(=NC1)OC tert-butyl (trans-4-((benzylcarbamoyl) (5-(2-methoxypyrimidin-5-yl)pyrazin-2-yl)amino)cyclohexyl)carbamate